ClC=1C=C(C=CC1)C(C(OC(=O)N[C@H](C(=O)O)CCCC)C1=CC=CC=C1)(C)C (2S)-2-(((2-(3-chlorophenyl)-2-methyl-1-phenyl-propoxy)carbonyl)amino)hexanoic acid